COC(C1=CC(=C(C(=C1)F)[N+](=O)[O-])C(C)(F)F)=O.FC(C)(F)C=1C=C(C(=O)OC)C=C(C1[N+](=O)[O-])NC[C@H]1OCC1 Methyl (S)-3-(1,1-difluoroethyl)-4-nitro-5-((oxetan-2-ylmethyl)amino)benzoate Methyl-3-(1,1-difluoroethyl)-5-fluoro-4-nitrobenzoate